4-(Aminomethyl)-2-imidazolidinone NCC1NC(NC1)=O